trans-Anti-Biotin OC(=O)CCCC[C@@H]1SC[C@@H]2NC(=O)N[C@H]12